2-(4-methyl-7H-pyrrolo[2,3-d]pyrimidin-7-yl)hexahydro-3aH-cyclopenta[b]furan-3,3a-diol CC=1C2=C(N=CN1)N(C=C2)C2C(C1(C(O2)CCC1)O)O